ClC1=CC=C2C=C(NC2=C1)C(=O)NC1=NC(=C(C(=C1C)C)O)C 6-Chloro-N-(5-hydroxy-3,4,6-trimethylpyridin-2-yl)-1H-indol-2-carboxamid